1,3,5-triamino-2,4,6-trihydroxybenzene NC1=C(C(=C(C(=C1O)N)O)N)O